2,2-dihydroxyl-1,3-propylene diisocyanate OC(CN=C=O)(CN=C=O)O